((S)-4-fluoropiperidin-3-yl)carbamate FC1[C@H](CNCC1)NC([O-])=O